OC1=C(C(N(C=C1C)C)=O)NC(N[C@@H](CC(=O)O)C=1C=C(C=CC1)C1=CC=C(C=C1)C)=O (S)-3-(3-(4-hydroxy-1,5-dimethyl-2-oxo-1,2-dihydropyridin-3-yl)ureido)-3-(4'-methylbiphenyl-3-yl)propionic acid